2-(4-chlorophenyl)-N-hydroxy-2-methylpropanimidamide ClC1=CC=C(C=C1)C(C(NO)=N)(C)C